(Z)-3-(9-(4-amino-2-fluorobut-2-en-1-yl)-7-methyl-8-oxo-8,9-dihydro-7H-Purin-6-yl)-N-cyclopropylbenzenesulfonamide hydrochloride Cl.NC\C=C(\CN1C2=NC=NC(=C2N(C1=O)C)C=1C=C(C=CC1)S(=O)(=O)NC1CC1)/F